N-[4-[6-[[(2R)-6-(1-adamantylmethyl)-6-azaspiro[2.5]octan-2-yl]methylamino]pyridazin-3-yl]phenyl]acetamide C12(CC3CC(CC(C1)C3)C2)CN2CCC3([C@@H](C3)CNC3=CC=C(N=N3)C3=CC=C(C=C3)NC(C)=O)CC2